ClC1=CC=C(C=N1)CC(C)=O (6-chloro-pyridin-3-yl)-2-propanone